7-Cyano-4-(isopropylamino)-[1,4]benzodioxino[2,3-b]pyridine-3-carboxylic acid C(#N)C1=CC2=C(OC3=NC=C(C(=C3O2)NC(C)C)C(=O)O)C=C1